2-methoxy-1,3-butanediol COC(CO)C(C)O